N1-(5,6-difluoro-1H-indol-3-yl)-N2-(2-fluoro-3-(trifluoromethyl)benzyl)oxalamide FC=1C=C2C(=CNC2=CC1F)NC(C(=O)NCC1=C(C(=CC=C1)C(F)(F)F)F)=O